C(C)(C)OC(=O)C1C(CC(=CC1)Cl)C(=O)OC(C)C.COC1=CC(=C(C=C1NC1=NC=CC(=N1)C1=CN(C2=CC(=CC=C12)OC)C)NC(C=C)=O)N(CCNC)C N-(4-methoxy-5-((4-(6-methoxy-1-methyl-1H-indol-3-yl)pyrimidin-2-yl)amino)-2-(methyl-(2-(methylamino)ethyl)amino)phenyl)propenamide diisopropyl-4-chloro-4-cyclohexene-1,2-dicarboxylate